C(C)(C)(C)C1=CC=C2C=C(C(NC2=C1)=O)C(=O)N[C@H]1CS(C=C1)(=O)=O (R)-7-(tert-Butyl)-N-(1,1-dioxido-2,3-dihydrothiophen-3-yl)-2-oxo-1,2-dihydroquinoline-3-carboxamide